(3s)-3-[6-(2-cyano-3,6-difluoro-phenoxy)-5-fluoro-4-oxo-quinazolin-3-yl]-1-oxa-8-azaspiro[4.5]decane-8-carboxylate C(#N)C1=C(OC=2C(=C3C(N(C=NC3=CC2)[C@@H]2COC3(C2)CCN(CC3)C(=O)[O-])=O)F)C(=CC=C1F)F